1,3-dihydro-N-[4-methoxy-3-(2-oxo-1-pyrrolidinyl)phenyl]-1,3-ethano-2H-isoindole-2-carboxamide COC1=C(C=C(C=C1)NC(=O)N1C2C3=CC=CC=C3C1CC2)N2C(CCC2)=O